CON=CC1=C(C(=C(C=C1F)Br)C)Cl 4-bromo-2-chloro-6-fluoro-3-methylbenzaldehyde O-methyl oxime